2-cyclohexen-1-ol C1(C=CCCC1)O